N-(3-(6-((5-cyclopentyl-1H-pyrazol-3-yl)amino)pyridin-2-yl)phenyl)acrylamide tert-butyl-(R)-3-((4-(trifluoromethyl)phenyl)sulfonamido)-1-oxa-8-azaspiro[4.5]decane-8-carboxylate C(C)(C)(C)OC(=O)N1CCC2(C[C@H](CO2)NS(=O)(=O)C2=CC=C(C=C2)C(F)(F)F)CC1.C1(CCCC1)C1=CC(=NN1)NC1=CC=CC(=N1)C=1C=C(C=CC1)NC(C=C)=O